3-chloro-1-ethyl-N-(4-(piperazin-1-yl)phenethyl)-1H-pyrrolo[2,3-b]pyridine-5-carboxamide ClC1=CN(C2=NC=C(C=C21)C(=O)NCCC2=CC=C(C=C2)N2CCNCC2)CC